C(=O)(OC(C)(C)C)NC(=O)OCCCCN1C2=C(N(C(C3=C1C=C(C=C3)Cl)=O)CCCOC3OCCCC3)C=CC=C2 tert-butyl {4-[3-chloro-10-[3-(tetrahydro-2H-pyran-2-yloxy)propyl]-11-oxo-10,11-dihydro-5H-dibenzo[b,e][1,4]diazepin-5-yl]butyl} imidodicarbonate